2,2-dibromo-4,6-dimethyl-1,3,6,2-dioxazastannocan Br[Sn]1(OCCN(CC(O1)C)C)Br